C=1C(=CN2C=CC=CC12)C(=O)O Indolizine-2-Carboxylic Acid